R-2-methyl-4-((4,4,5,5-tetramethyl-1,3,2-dioxaborolan-2-yl)methylene)pyrrolidine-1-carboxylate C[C@H]1N(CC(C1)=CB1OC(C(O1)(C)C)(C)C)C(=O)[O-]